tert-butyl {3-[(1RS)-1-({6-[(3R)-3-acetamidopyrrolidin-1-yl]-2-methylpyrido[3,4-d]pyrimidin-4-yl}amino)ethyl]phenyl}carbamate C(C)(=O)N[C@H]1CN(CC1)C1=CC2=C(N=C(N=C2N[C@H](C)C=2C=C(C=CC2)NC(OC(C)(C)C)=O)C)C=N1 |&1:18|